tert-butyl (4-(4-nitro-1H-pyrazol-1-yl)pyridin-2-yl)carbamate [N+](=O)([O-])C=1C=NN(C1)C1=CC(=NC=C1)NC(OC(C)(C)C)=O